FC(C=CBr)(C(F)(F)F)F 3,3,4,4,4-pentafluoro-1-bromobut-1-ene